1-(3,5-dichloropyridin-4-yl)ethoxyl-3-(1,4,5,6-tetrahydropyrrolo[3,4-d]imidazol-2-yl)-1H-indazole ClC=1C=NC=C(C1C(ON1N=C(C2=CC=CC=C12)C1=NC2=C(N1)CNC2)C)Cl